COC=1C=C(C=CC1OC)C=1N=C(SC1)C1CCN(CC1)C(=O)OC(C)(C)C tert-butyl 4-(4-(3,4-dimethoxyphenyl)thiazol-2-yl)piperidine-1-carboxylate